2-amino-3-Sulfo-propionic acid NC(C(=O)O)CS(=O)(=O)O